N-(2-((4-bromophenyl)ethynyl)phenyl)-4-methylbenzenesulfonamide BrC1=CC=C(C=C1)C#CC1=C(C=CC=C1)NS(=O)(=O)C1=CC=C(C=C1)C